C(#N)C(=C1C2=CC=CC=C2OC=2C=C(C=CC12)OCCCNC(C(=C)C)=O)C#N N-(3-((9-(dicyanomethylene)-9H-xanthen-3-yl)oxy)propyl)methacrylamide